tert-butyl (2-(9-fluoro-5,6-dimethyl-6H-pyrido[4,3-b]carbazole-1-carboxamido)ethyl)carbamate FC1=CC=2C=3C=C4C(=C(C3N(C2C=C1)C)C)C=CN=C4C(=O)NCCNC(OC(C)(C)C)=O